1-O-(2,2-Dimethyl-4-oxopentyl) 5-O-(2-hydroxyethyl) 2-methyl-4-[2-[4-[(E)-3-phenylprop-2-enoyl]phenyl]butyl]pentanedioate CC(C(=O)OCC(CC(C)=O)(C)C)CC(C(=O)OCCO)CC(CC)C1=CC=C(C=C1)C(\C=C\C1=CC=CC=C1)=O